C(C)(C)N1N=C(N=C1[C@@H]1C[C@@H](CC1)N1CCOCC1)C1=CC(=CC=C1)C(F)(F)F 4-((1R,3S)-3-(1-isopropyl-3-(3-(trifluoromethyl)phenyl)-1H-1,2,4-triazol-5-yl)cyclopentyl)morpholine